methyl N'-(3,5-dibromo-2-{[5-bromo-2-(3-chloro-pyridin-2-yl)-2H-pyrazole-3-carbonyl]-amino}-benzoyl)-N'-methylhydrazinecarboxylate BrC=1C(=C(C(=O)N(NC(=O)OC)C)C=C(C1)Br)NC(=O)C=1N(N=C(C1)Br)C1=NC=CC=C1Cl